OC(COC=1C=C(C=2N(C1)N=CC2C#N)C=2C=CC(=NC2)C=2CCN(CC2)C(C2=CN=C(C=C2)OC)=O)(C)C 6-(2-Hydroxy-2-methylpropyloxy)-4-(1'-(6-methoxynicotinoyl)-1',2',3',6'-tetrahydro-[2,4'-bipyridin]-5-yl)pyrazolo[1,5-a]pyridine-3-carbonitrile